[7-methyl-3-(trifluoromethyl)imidazo[1,2-a]pyridin-6-yl]boronic acid CC1=CC=2N(C=C1B(O)O)C(=CN2)C(F)(F)F